CC(C(=O)N1C[C@H](CCC1)C#N)CC1=CC=C2C(=CC(OC2=C1)=O)C1=C(C=CC=C1)C (3S)-1-(2-methyl-3-(2-oxo-4-(o-tolyl)-2H-chromen-7-yl)propanoyl)piperidine-3-carbonitrile